(4-((6-amino-5-chloro-pyrimidin-4-yl)oxy)-3-fluorophenyl)-1-phenyl-1H-pyrazole-4-carboxamide NC1=C(C(=NC=N1)OC1=C(C=C(C=C1)C1=NN(C=C1C(=O)N)C1=CC=CC=C1)F)Cl